5-(3-cyclopropylpyrazolo[1,5-a]pyrimidin-5-yl)-N-(2,2-difluoropropyl)-7H-pyrrolo[2,3-d]pyrimidin-2-amine C1(CC1)C=1C=NN2C1N=C(C=C2)C2=CNC=1N=C(N=CC12)NCC(C)(F)F